2-[(3R,5S)-3,5-dimethylpiperazin-1-yl]-5-methanesulfinyl-pyrimidine C[C@@H]1CN(C[C@@H](N1)C)C1=NC=C(C=N1)S(=O)C